Methyl nonane-8-carboxylate CCCCCCCC(C)C(=O)OC